C(C)C1=CC2=C(C3=CC=CC=C3C(=C2C=C1)OC(CC(=O)OC(C)C)C)OC(CC(=O)OC(C)C)C 2-ethyl-9,10-bis(isopropoxycarbonylpropyleneoxy)anthracene